1-(2H-1,3-Benzo-dioxol-5-yl)ethan-1-one O1COC2=C1C=CC(=C2)C(C)=O